CC1=NNC(=C1C=1C=C2CC3(C(NC2=CC1)=O)CN(CC3)C#N)C 6'-(3,5-dimethyl-1H-pyrazol-4-yl)-2'-oxo-1',4'-dihydro-2'H-spiro[pyrrolidine-3,3'-quinoline]-1-carbonitrile